BrC1=CC=C(OCCCO)C=C1 3-(4-bromophenoxy)propan-1-ol